1-((1,1,1,3,3,3-hexafluoropropan-2-yl)oxy)-4-methoxybenzene FC(C(C(F)(F)F)OC1=CC=C(C=C1)OC)(F)F